C(C)(C)NC1=NC(=CC2=C1N=C(N=C2)NC2=CC=C(N=N2)N2CCN(CC2)C(=O)OC(C)(C)C)[C@@H](C)OC tert-butyl (R)-4-(6-((8-(isopropylamino)-6-(1-methoxyethyl)pyrido[3,4-d]pyrimidin-2-yl)amino)pyridazin-3-yl)piperazine-1-carboxylate